COC(=O)C1=NN(C=N1)CC1CC(C1)C(F)(F)F 1-(((1S,3S)-3-(trifluoromethyl)cyclobutyl)methyl)-1H-1,2,4-triazole-3-carboxylic acid methyl ester